C(C1=CC=CC=C1)N1C[C@@H]2N(CC[C@@H]2[C@]1(CCCCB1OC(C(O1)(C)C)(C)C)CC)C(C)(C)C 5-Benzyl-1-(tert-butyl)4-ethyl-(3aS,4R,6aR)-4-(4-(4,4,5,5-tetramethyl-1,3,2-dioxaborolan-2-yl)butyl)hexahydropyrrolo[3,4-b]pyrrole